tert-butyl (S)-(1-(3,5-dichloro-4-(cyclopropylmethoxy)benzyl)pyrrolidin-3-yl)carbamate ClC=1C=C(CN2C[C@H](CC2)NC(OC(C)(C)C)=O)C=C(C1OCC1CC1)Cl